FC1=C(C=C(C=C1C(F)(F)F)N1C[C@H](OCC1)C)N1N=C(N(C1=O)CC=1C=NN(C1)C(C)C)C 2-{2-fluoro-5-[(2R)-2-methylmorpholin-4-yl]-3-(trifluoromethyl)phenyl}-5-methyl-4-{[1-(propan-2-yl)-1H-pyrazol-4-yl]methyl}-2,4-dihydro-3H-1,2,4-triazol-3-one